1-tert-butyl-3-(1-(5-(5-methyl-4-(2-oxo-2,3-dihydrobenzo[d]oxazol-5-ylamino)pyrimidin-2-ylamino)pyridin-2-yl)pyrrolidin-3-yl)urea C(C)(C)(C)NC(=O)NC1CN(CC1)C1=NC=C(C=C1)NC1=NC=C(C(=N1)NC=1C=CC2=C(NC(O2)=O)C1)C